2-[4-(3-chloro-2-fluoro-anilino)-7-methoxy-quinazolin-6-yl]-2,7-diazaspiro[4.4]nonan-3-one ClC=1C(=C(NC2=NC=NC3=CC(=C(C=C23)N2CC3(CC2=O)CNCC3)OC)C=CC1)F